3-(3-chloropropyl)-8-fluoro-1H-4,2,1-benzooxathiazine 2,2-dioxide ClCCCC1S(NC2=C(O1)C=CC=C2F)(=O)=O